CC=1C(=NC=CC1)C1=NSC(=N1)NC1=NC=CC(=C1)C 3-(3-methyl-pyridin-2-yl)-N-(4-methyl-pyridin-2-yl)-1,2,4-thiadiazol-5-amine